[C@H]12CN(C[C@H](CC1)N2)C2=NC(=NC1=C(C(=C(C=C21)Cl)C=2C=C(C=C1C=CC=NC21)O)F)N2CC(C2)N(C)C 8-((R or S)-4-((1R,5S)-3,8-diazabicyclo[3.2.1]octan-3-yl)-6-chloro-2-(3-(dimethyl-amino)azetidin-1-yl)-8-fluoro-quinazolin-7-yl)quinolin-6-ol